[Na].P(=O)(OC1OC(C(C(C1NC(C)=O)O)O)CO)(O)O 3-acetamido-4,5-dihydroxy-6-(hydroxymethyl)tetrahydro-2H-pyran-2-yl dihydrogen phosphate, sodium salt